Aluminum indium gallium phosphorus [P].[Ga].[In].[Al]